ClC=1C(=NC=C(C1CC=O)Cl)C(C(F)F)(C)O 2-[3,5-dichloro-2-(2,2-difluoro-1-hydroxy-1-methyl-ethyl)-4-pyridinyl]ethanone